Cerium Neodecanoate C(CCCCCC(C)(C)C)(=O)[O-].[Ce+3].C(CCCCCC(C)(C)C)(=O)[O-].C(CCCCCC(C)(C)C)(=O)[O-]